tert-butyl (2-(3,5-bis((hydroxyimino)methyl)benzamido)ethyl)carbamate ON=CC=1C=C(C(=O)NCCNC(OC(C)(C)C)=O)C=C(C1)C=NO